C[C@H]1N(C[C@@H](N(C1)C(C(=O)NC=1C2=C(C=NC1)C=NN2)=O)C2=CC=CC=C2)C(=O)C2(CC2)C 2-((2S,5R)-5-methyl-4-(1-methylcyclopropanecarbonyl)-2-phenylpiperazin-1-yl)-2-oxo-N-(1H-pyrazolo[4,3-c]pyridin-7-yl)acetamide